COC=1C=C2CCN(CC2=CC1NC1=NC=C2C(=N1)N(N=C2C)C2CCC(CC2)C(=O)O)C (1s,4s)-4-(6-((6-methoxy-2-methyl-1,2,3,4-tetrahydroisoquinolin-7-yl)amino)-3-methyl-1H-pyrazolo[3,4-d]pyrimidin-1-yl)cyclohexane-1-carboxylic acid